ClC1=CC(N(C=C1)C(C)C=1C=NN(C1)C=1N=NC=C(C1)N(C)C)=O 4-chloro-1-(1-(1-(5-(dimethylamino)pyridazin-3-yl)-1H-pyrazol-4-yl)ethyl)pyridin-2(1H)-one